ClC1=C(C=CC(=C1)N1[C@@H]2CN([C@H](C1)C2)C)NC2=NC=C(C(=N2)NCCCN2CCOCCC2=O)C(F)(F)F 4-(3-((2-((2-chloro-4-((1S,4S)-5-methyl-2,5-diazabicyclo[2.2.1]heptan-2-yl)phenyl)amino)-5-(trifluoromethyl)pyrimidin-4-yl)amino)propyl)-1,4-oxazepan-5-one